tert-butyl 6-((N-(tert-butoxycarbonyl) sulfamoyl) ((4,4-difluorocyclohexyl) methyl) amino)-2-azaspiro[3.3]heptane-2-carboxylate C(C)(C)(C)OC(=O)NS(=O)(=O)N(C1CC2(CN(C2)C(=O)OC(C)(C)C)C1)CC1CCC(CC1)(F)F